FC=1C(=NC(=NC1)N1C[C@@H](N([C@H](C1)C)C)C)N1CC(C1)C(=O)NC(C)(C)C1=CN=C2N1C=CC=C2 1-{5-fluoro-2-[(3S,5S)-3,4,5-trimethylpiperazin-1-yl]pyrimidin-4-yl}-N-(2-{imidazo[1,2-a]pyridin-3-yl}propan-2-yl)azetidine-3-carboxamide